C(C)(C)(C)OC(=O)N1CC(=CC1)C=1C=CC(=NC1OC)C(=O)OC Methyl 5-(1-(tert-butoxycarbonyl)-2,5-dihydro-1H-pyrrol-3-yl)-6-methoxypyridinecarboxylate